methoxy-2-[4-(methoxymethyl)-4-methylpiperidin-1-yl]aniline CONC1=C(C=CC=C1)N1CCC(CC1)(C)COC